4-(5-(2,6-dimethylphenoxy)-1-methyl-2-oxo-1,2-dihydropyridin-4-yl)-6-methyl-2-(2-methylthiazol-5-yl)-1,6-dihydro-7H-pyrrolo[2,3-c]pyridin-7-one CC1=C(OC=2C(=CC(N(C2)C)=O)C=2C3=C(C(N(C2)C)=O)NC(=C3)C3=CN=C(S3)C)C(=CC=C1)C